FC=1C=C(C=CC1)C1=CN(C2=CC(=CC=C12)CN1CCC(CC1)N1C(C2=CC=CC=C2C1)=O)C 2-(1-((3-(3-fluorophenyl)-1-methyl-1H-indol-6-yl)methyl)piperidin-4-yl)isoindolin-1-one